(2,5-Dimethylthiophen-3-yl)-1-[(1-methyl-1H-pyrazol-4-yl)(oxan-4-yl)sulfamoyl]urea CC=1SC(=CC1N(C(=O)N)S(N(C1CCOCC1)C=1C=NN(C1)C)(=O)=O)C